ClC1=CC=C2C(=N1)C(=CN2)NC2=NC1=C(N2C2CC2)C=C(C=C1)OC1=CC=C(C=C1)F N-(5-chloro-1H-pyrrolo[3,2-b]pyridin-3-yl)-1-cyclopropyl-6-(4-fluorophenoxy)-1H-benzo[d]imidazole-2-amine